Butyl 2-(4-amino-1-(4-(aminomethyl)benzyl)-2-butyl-1H-imidazo[4,5-c]quinolin-7-yl)acetate NC1=NC=2C=C(C=CC2C2=C1N=C(N2CC2=CC=C(C=C2)CN)CCCC)CC(=O)OCCCC